C1(=CC=CC=C1)C(N1CCN(CC1)C(=O)C1=CC=NC2=CC=CC=C12)C1=CC=CC=C1 4-[4-(diphenylmethyl)piperazine-1-carbonyl]quinoline